C1(CCCCC1)CN1C=NC=2C1=NC(=CN2)C=2C=NC(=NC2)NCCOC 1-(Cyclohexylmethyl)-6-(2-(2-methoxyethylamino)pyrimidin-5-yl)-1H-imidazo[4,5-b]pyrazin